S(N)(=O)(=O)C=1C=CC=2N(C1)C=C(N2)C(=O)N 6-sulfamoylimidazo[1,2-a]pyridine-2-carboxamide